(3S,11aR)-3-butyl-N-[(2,4-difluorophenyl)methyl]-5,7-dioxo-6-[(phenylmethyl)oxy]-2,3,5,7,11,11a-hexahydro[1,3]oxazolo[3,2-a]pyrido[1,2-d]pyrazine-8-carboxamide C(CCC)[C@H]1CO[C@H]2N1C(C=1N(C2)C=C(C(C1OCC1=CC=CC=C1)=O)C(=O)NCC1=C(C=C(C=C1)F)F)=O